CN(C(=O)C1=NN2C(CNCCC2)=C1)C N,N-dimethyl-5,6,7,8-tetrahydro-4H-pyrazolo[1,5-a][1,4]diazepine-2-Formamide